5,5-Difluoropiperidin-3-ol hydrochloride Cl.FC1(CC(CNC1)O)F